3-(2-chloro-4'-((R)-1-methyl-2-oxopiperidin-3-yl)-[1,1'-biphenyl]-3-yl)piperidine-2,6-dione ClC1=C(C=CC=C1C1C(NC(CC1)=O)=O)C1=CC=C(C=C1)[C@@H]1C(N(CCC1)C)=O